4,4'-[1-[4-[1-(4-hydroxy-3-fluorophenyl)-1-methylethyl]phenyl]ethylene]bis(2,6-dimethylphenol) OC1=C(C=C(C=C1)C(C)(C)C1=CC=C(C=C1)C(CC1=CC(=C(C(=C1)C)O)C)C1=CC(=C(C(=C1)C)O)C)F